S1CN(CC1)C(=O)[O-] 3-thiazolidinecarboxylate